FC=1C(=NNC1C1N(CCC1)C#N)C1=NC(=CC=C1)N1CCCCC1 (4-Fluoro-3-(6-(piperidin-1-yl)pyridin-2-yl)-1H-pyrazol-5-yl)pyrrolidine-1-carbonitrile